C(C)(C)(C)OC(=O)N1CC(CCC1)CC1=NN=C(C2=CC=CC=C12)C1=C(C=C(C=C1)C(F)(F)F)OCOC 3-[[4-[2-(methoxymethoxy)-4-(trifluoromethyl)phenyl]phthalazin-1-yl]methyl]piperidine-1-carboxylic acid tert-butyl ester